Cl.C(CC)(=O)OC1CCNCC1 4-piperidyl propionate hydrochloride